C(C)NC(NC1=NC=CC(=C1)CN1C[C@H]2N(C3=C(OC2)N=C(C=C3)C(=O)NC)CC1)=O (R)-3-((2-(3-ethylureido)pyridin-4-yl)methyl)-N-methyl-1,2,3,4,4a,5-hexahydropyrazino[1,2-d]pyrido[2,3-b][1,4]oxazine-8-carboxamide